FC(OC[C@@H](CCCN1C=NC2=CC(=C(C=C2C1=O)F)C1=NC=C(C=C1)C(F)(F)F)NC=1C=NNC(C1C(F)(F)F)=O)F (R)-3-(5-(difluoromethoxy)-4-((6-oxo-5-(trifluoromethyl)-1,6-dihydropyridazin-4-yl)amino)pentyl)-6-fluoro-7-(5-(trifluoromethyl)pyridin-2-yl)quinazolin-4(3H)-one